methyl((2-(2,6-dioxopiperidin-3-yl)-3-oxoisoindolin-5-yl)methyl)carbamate COC(NCC=1C=C2C(N(CC2=CC1)C1C(NC(CC1)=O)=O)=O)=O